BrC1=CC(=C(C=C1[N+](=O)[O-])C=1C(=NC(=NC1)N)C1=CN(C2=CC=CC=C12)C)OC 4-Bromo-2-methoxy-5-nitrophenyl-4-(1-methylindol-3-yl)pyrimidin-2-amine